O1C(OCC1)C1CCN(CC1)C1=CC=C(C=C1)N1C[C@@H](N(CC1)C1=CC(=C(C#N)C=C1)C(F)(F)F)C 4-[(2S)-4-{4-[4-(1,3-dioxolan-2-yl)piperidin-1-yl]phenyl}-2-methylpiperazin-1-yl]-2-(trifluoromethyl)benzonitrile